C1(CC1)C=1C=NC=2N(C1)N=CC2C2=CC=CC(=N2)N[C@H]2CN(C[C@@H]2F)C(=O)OC(C)(C)C tert-butyl (3S,4S)-3-[[6-(6-cyclopropylpyrazolo[1,5-a]pyrimidin-3-yl)-2-pyridyl]amino]-4-fluoro-pyrrolidine-1-carboxylate